CC1CCC2C(C3C(CCC12C3)(O)C)(C)C 3,6,8,8-tetramethyloctahydro-1H-3a,7-methanoazulen-6-ol